trans-N-(4-(2-Cyclopropyloxazol-4-yl)pyridin-2-yl)-N-((trans-4-(5-methoxy-6-methylpyridin-2-yl)cyclohexyl)methyl)-4-(3-methoxycyclobutanecarboxamido)cyclohexanecarboxamide C1(CC1)C=1OC=C(N1)C1=CC(=NC=C1)N(C(=O)[C@@H]1CC[C@H](CC1)NC(=O)C1CC(C1)OC)C[C@@H]1CC[C@H](CC1)C1=NC(=C(C=C1)OC)C